(4R,8S)-5-(benzyloxy)-1-methyl-6-oxo-4,5,6,8-tetrahydro-1H-4,7-methanopyrazolo[3,4-e][1,3]Diazepine-8-carboxylic acid methyl ester COC(=O)[C@H]1N2C(N([C@H](C3=C1N(N=C3)C)C2)OCC2=CC=CC=C2)=O